(R)-2-amino-2-(4-fluorophenyl)ethanolid N[C@]1(C(=O)O1)C1=CC=C(C=C1)F